CN1CCN(CC1)CCNC=1N=C(C2=C(N1)C=CS2)NCC2=C(C=CC=C2)C(F)(F)F N2-(2-(4-methylpiperazin-1-yl)ethyl)-N4-(2-(trifluoromethyl)benzyl)thieno[3,2-d]pyrimidine-2,4-diamine